C(C)(C)C1=C(C(=CC=C1)C(C)C)CCCC[Mg] 2,6-diisopropylphenylbutylmagnesium